2-decalinsulfonate C1C(CCC2CCCCC12)S(=O)(=O)[O-]